N1(CCCCCC1)CCNC(=S)NC=1C=C2C(=CC(=NC2=CC1)N1CCCC1)C 1-(2-(azepan-1-yl)ethyl)-3-(4-methyl-2-(pyrrolidin-1-yl)quinolin-6-yl)thiourea